1-(3-bromo-6-methanesulfonyl-9H-carbazol-9-yl)-3-(3-methoxyphenylamino)propan-2-ol BrC=1C=CC=2N(C3=CC=C(C=C3C2C1)S(=O)(=O)C)CC(CNC1=CC(=CC=C1)OC)O